NCCCCCCNC(C1=C(C=C(C=C1)NC=1C=2N(C=CN1)C(=CN2)C2=C(C(=C(C=C2)OCC#N)F)F)Cl)=O N-(6-aminohexyl)-2-chloro-4-((3-(4-(cyanomethoxy)-2,3-difluorophenyl)imidazo[1,2-a]pyrazin-8-yl)amino)benzamide